FC(C=1C=NC(=NC1)N1CCN(CC1)C(=O)OC\C=C\C1=NNC(C(=C1)C(F)(F)F)=O)(F)F (E)-3-(6-oxo-5-(trifluoromethyl)-1,6-dihydropyridazin-3-yl)allyl 4-(5-(trifluoromethyl)pyrimidin-2-yl)piperazine-1-carboxylate